1,1,1,3,3,3-hexafluoropropan-2-yl 4-(7-fluoro-4,5-dihydropyrazolo[1,5-a]quinolin-2-yl)piperidine-1-carboxylate FC=1C=C2CCC=3N(C2=CC1)N=C(C3)C3CCN(CC3)C(=O)OC(C(F)(F)F)C(F)(F)F